CNS(=O)(=O)Cl N-Methylsulfamoyl chloride